1-bromo-5,5-dimethyl-hydantoin BrN1C(=O)NC(=O)C1(C)C